ClC=1C=NC=C(C1C(ON1N=C(C2=CC=CC=C12)C(=O)NC1=CC(=C(C=C1)N1C[C@@H](N[C@@H](C1)C)C)F)C)Cl 1-(3,5-dichloropyridin-4-yl)ethoxyl-N-(4-((3S,5R)-3,5-dimethylpiperazin-1-yl)-3-fluorophenyl)-1H-indazole-3-carboxamide